C12C=C(CC(CC1)N2)C=2C=1N(C=C(N2)C=2C=NN(C2)C)N=CC1 4-(8-azabicyclo[3.2.1]oct-2-en-3-yl)-6-(1-methylpyrazol-4-yl)pyrazolo[1,5-a]pyrazine